C1=CC(=CC=C1C(F)(F)F)N The molecule is a substituted aniline that is a benzene ring substituted with an amino group at position 1 and a trifluoromethyl group at position 4. It has a role as a metabolite. It is a substituted aniline and a member of (trifluoromethyl)benzenes.